ClC=1C(=CC(=NC1)NC1CCC(CC1)NC(COCC(=O)OC(C)C)C)C1=NC(=CC=C1)NCC1(CCOCC1)C#N isopropyl 2-[2-[[4-[[5-chloro-4-[6-[(4-cyanotetrahydropyran-4-yl)methylamino]-2-pyridyl]-2-pyridyl]amino]cyclohexyl]amino]propoxy]acetate